C(C)(=O)O[C@@H]1CC[C@@]2([C@H]3CC[C@@]4([C@H](CC[C@H]4[C@@H]3CC[C@@H]2C1)[C@@H](CCC(=O)Cl)C)C)C (4R)-4-[(3R,5R,8R,9S,10S,13R,14S,17R)-3-acetoxy-10,13-dimethyl-2,3,4,5,6,7,8,9,11,12,14,15,16,17-tetradecahydro-1H-cyclopenta[a]phenanthren-17-yl]pentanoyl Chloride